6-[(E)-but-2-enyl]-4-[3-chloro-4-(morpholine-4-carbonyl)phenyl]-1H-pyrrolo[2,3-c]pyridin-7-one C(\C=C\C)N1C(C2=C(C(=C1)C1=CC(=C(C=C1)C(=O)N1CCOCC1)Cl)C=CN2)=O